(Z)-5-((2-(m-tolyl)pyridin-4-yl)methylene)thiazolidin-2,4-dione C1(=CC(=CC=C1)C1=NC=CC(=C1)\C=C/1\C(NC(S1)=O)=O)C